CN(C1CC2(CC(C2)NC2=NC=C3C(=N2)N(C(N(C3)C3=CC(=C(C=C3)NS(=O)(=O)CC3=CC=C(C=C3)F)F)=O)C(C)C)C1)C N-(4-(7-((6-(dimethylamino)spiro[3.3]heptan-2-yl)amino)-1-isopropyl-2-oxo-1,4-dihydropyrimido[4,5-d]pyrimidin-3(2H)-yl)-2-fluorophenyl)-1-(4-fluorophenyl)methanesulfonamide